OC1=C(C=C(C=C1Cl)Cl)SC1=C(C(=CC(=C1)Cl)Cl)O bis-(2-hydroxy-3,5-dichlorophenyl) sulfide